COC([O-])C (methoxy)ethoxide